BrC=1C(=C(C(=O)NNC([C@@H](COC(C)(C)C)NC(OC(C)(C)C)=O)=O)C=CC1)C tert-butyl (R)-(1-(2-(3-bromo-2-methylbenzoyl)hydrazineyl)-3-(tert-butoxy)-1-oxopropan-2-yl)carbamate